C(#N)C1=CC(=CC=2N=C(OC21)C=2C(=C(C=CC2)C2=C(C(=CC=C2)NC=2C1=C(N=C(N2)C)C=C(C=N1)CNC(CO)C)C)C)CN1CCC(CC1)C(=O)O 1-((7-cyano-2-(3'-(7-((1-hydroxypropan-2-ylamino)methyl)-2-methylpyrido[3,2-d]pyrimidin-4-ylamino)-2,2'-dimethylbiphenyl-3-yl)benzo[d]oxazol-5-yl)methyl)piperidine-4-carboxylic acid